C1(CCCCC1)=NO cyclohexanone-oxime